4-(propylamino)-3-penten-2-one C(CC)NC(=CC(C)=O)C